N1C=CC=2C1=NC=C(C2)S(=O)(=O)N2CCC1(C[C@H](CO1)NC[C@@H](COC=1C=C(C=CC1)S(=O)(=O)NC)O)CC2 3-((S)-3-((R)-8-(1H-pyrrolo[2,3-b]pyridin-5-ylsulfonyl)-1-oxa-8-azaspiro[4.5]decan-3-ylamino)-2-hydroxypropoxy)-N-methylbenzenesulfonamide